FC1(CC(C1)C(O)C=1SC=2C(=NC(=CC2)C2=CC=3C(N=C2)=NN(C3)C)N1)F (3,3-difluorocyclobutyl)(5-(2-methyl-2H-pyrazolo[3,4-b]pyridin-5-yl)[1,3]thiazolo[4,5-b]pyridin-2-yl)methanol